8'-Bromo-7'-fluoro-3'-methyl-1-(pyridin-3-yl)spiro[azetidine-3,1'-pyrrolo[2,3-c]quinolin]-2'(3'H)-one BrC1=CC=2C3=C(C=NC2C=C1F)N(C(C31CN(C1)C=1C=NC=CC1)=O)C